ClC1=CC2=C(N(C(C(N2C)=O)=O)C2CCC(CC2)OC2=NC=C(C=N2)C)N=C1 7-chloro-1-methyl-4-((1r,4r)-4-((5-methylpyrimidin-2-yl)oxy)cyclohexyl)-1,4-dihydropyrido[2,3-b]pyrazine-2,3-dione